(R)-3-(2-methylmorpholine-4-carbonyl)azetidine-1-carboxylic acid tert-butyl ester C(C)(C)(C)OC(=O)N1CC(C1)C(=O)N1C[C@H](OCC1)C